ethyl (E)-4-{[3-(7-chloro-11-oxo-10,11-dihydro-5H-dibenzo[b,e][1,4]diazepin-5-yl)propyl]amino}but-2-enoate ClC1=CC2=C(NC(C3=C(N2CCCNC/C=C/C(=O)OCC)C=CC=C3)=O)C=C1